tert-butyl (3S,4S)-4-(((1S,2R)-3,3-difluoro-2-(2-(2,3',5'-trifluoro-[1,1'-biphenyl]-3-yl)acetamido)cyclohexyl)oxy)-3-fluoropiperidine-1-carboxylate FC1([C@@H]([C@H](CCC1)O[C@@H]1[C@H](CN(CC1)C(=O)OC(C)(C)C)F)NC(CC=1C(=C(C=CC1)C1=CC(=CC(=C1)F)F)F)=O)F